ethyl 2-(5-bromo-1-methyl-1H-pyrrolo[2,3-c]pyridin-3-yl)acetate BrC=1C=C2C(=CN1)N(C=C2CC(=O)OCC)C